N=1C=NC2=C(NC=3C=CC=CC3C21)N imidazo[4,5-c]quinoline-4-amine